O=C1NC(CCC1N1C(C2=CC=CC(=C2C1)OCCCC(=O)NO)=O)=O 4-((2-(2,6-dioxopiperidin-3-yl)-1-oxoisoindolin-4-yl)oxy)-N-hydroxybutanamide